1-(4-(2-(3,4-dimethoxyphenyl)-3-(2,2,2-trifluoroethyl)-1H-indol-5-yl)piperidin-1-yl)-2-(pyridin-3-yloxy)ethan-1-one COC=1C=C(C=CC1OC)C=1NC2=CC=C(C=C2C1CC(F)(F)F)C1CCN(CC1)C(COC=1C=NC=CC1)=O